C(#N)C1=CC(=C(OC2=C(C(=O)NC=3C=C(C=CC3)[S@](=O)(C)=NC(OC(C)(C)C)=O)C(=C(C=N2)C(F)(F)F)C)C=C1)OC tert-butyl (R)-((3-(2-(4-cyano-2-methoxyphenoxy)-4-methyl-5-(trifluoromethyl)nicotinamido)phenyl)(methyl) (oxo)-λ6-sulfaneylidene)carbamate